ClC=1C=C(C=CC1F)NC(N([C@H](C)C1=CNC(C2=CC=CC=C12)=O)CCO)=O |r| Racemic-3-(3-chloro-4-fluorophenyl)-1-(2-hydroxyethyl)-1-(1-(1-oxo-1,2-dihydroisoquinolin-4-yl)ethyl)urea